2-cyclohexyl-2-(2-(1,7,7-trimethylbicyclo[3.1.1]heptan-6-yl)ethyl)-1,3-dimethoxypropane C1(CCCCC1)C(COC)(COC)CCC1C2CCCC1(C2(C)C)C